N-(4-((3S,5R)-3-amino-5-methylpiperidin-1-yl)pyridin-3-yl)-2,2',6,6'-tetrafluoro-4'-(pyrrolidin-1-yl)-[1,1'-biphenyl]-3-carboxamide dihydrochloride Cl.Cl.N[C@@H]1CN(C[C@@H](C1)C)C1=C(C=NC=C1)NC(=O)C=1C(=C(C(=CC1)F)C1=C(C=C(C=C1F)N1CCCC1)F)F